COCCOCC=1C=C2C=C(NC2=C(C1)NC1CCOCC1)C1=CC=C(C=C1)P(C)(C)=O (4-(5-((2-methoxyethoxy)methyl)-7-((tetrahydro-2H-pyran-4-yl)amino)-1H-indol-2-yl)phenyl)dimethylphosphine oxide